N1(CCCCCC1)C(=O)C1=CC2=C(C=N1)C(=NN2CC(F)(F)F)C2=CN=C1N2C=CC=C1C 3-[6-(Azepan-1-carbonyl)-1-(2,2,2-trifluoro-ethyl)-1H-pyrazolo[4,3-c]pyridin-3-yl]-8-methyl-imidazo[1,2-a]pyridin